C(\C=C\C)(=O)OC1=CC=C(C=C1)C p-Cresyl crotonate